6-(2-methylpyrrolidin-1-yl)pyridin-3-amine CC1N(CCC1)C1=CC=C(C=N1)N